P(=O)(O)(O)O[C@H]1[C@H]([C@@H](O[C@@H]1CO)N1C(=O)N=C(N)C=C1)O cytidine-3'-monophosphate